ClC=1C=C(OC2CCC(CC2)NC(=O)C2=NC=C(C=N2)N2CCC(CC2)CO)C=CC1C#N N-[4-(3-chloro-4-cyano-phenoxy)cyclohexyl]-5-[4-(hydroxymethyl)-1-piperidyl]pyrimidine-2-carboxamide